ClC(C(=O)OC(C)CC)=C sec-butyl alpha-chloroacrylate